1,3,5-Tris(1-pyrenyl)benzene C1(=CC=C2C=CC3=CC=CC4=CC=C1C2=C34)C3=CC(=CC(=C3)C3=CC=C4C=CC2=CC=CC1=CC=C3C4=C21)C2=CC=C1C=CC4=CC=CC3=CC=C2C1=C43